CC=CCCCC hept-2-ene